C1(CCCCC1)CC1=NC=CN=C1 2-(cyclohexylmethyl)pyrazine